(2-hydroxy-2-phenylethyl)-acetamide OC(CCC(=O)N)C1=CC=CC=C1